heptanoate C(CCCCCC)(=O)[O-]